O1CCOC12CC(CC2)CO (1,4-dioxaspiro[4.4]nonan-7-yl)methanol